C(#N)CCC=1C=NC(=NC1)C(=O)O 5-(cyanoethyl)pyrimidine-2-carboxylic acid